COC1=CC=C(CSC=2N(C(C3=C(N2)SC2=C3CCCC2)=O)C2=CC=CC=C2)C=C1 2-[(4-methoxybenzyl)thio]-3-phenyl-5,6,7,8-tetrahydro[1]benzothieno[2,3-d]pyrimidin-4(3H)-one